tris(ethylmethylamide) (3,5-dimethylpyrazolate) titanium [Ti+4].CC1(N=NC(=C1)C)C(=O)[O-].C(C)[N-]C.C(C)[N-]C.C(C)[N-]C